(1R,2S)-2-(3-fluorophenyl)-1-(2-methoxy-5-methylphenyl)-N-(2-methylquinoline-5-sulfonyl)cyclopropane-1-carboxamide FC=1C=C(C=CC1)[C@H]1[C@@](C1)(C(=O)NS(=O)(=O)C=1C=2C=CC(=NC2C=CC1)C)C1=C(C=CC(=C1)C)OC